CC1=CC(CC(C1)(C)C)=C(C#N)C#N 2-(3,5,5-trimethylcyclohex-2-en-1-ylidene)malononitrile